tert-Butyl-(R)-3-fluoro-3-(hydroxymethyl)pyrrolidine-1-carboxylate C(C)(C)(C)OC(=O)N1C[C@](CC1)(CO)F